boronic acid sodium metaperiodate I(=O)(=O)(=O)[O-].[Na+].B(O)O